bis(1,4-butanediol) terephthalate C(C1=CC=C(C(=O)O)C=C1)(=O)O.C(CCCO)O.C(CCCO)O